trans-2-(4-(benzyloxy)-5-cyclopropyl-2-fluorobenzoyl)cyclopentane-1-carboxylic acid C(C1=CC=CC=C1)OC1=CC(=C(C(=O)[C@H]2[C@@H](CCC2)C(=O)O)C=C1C1CC1)F